Bis(mercaptomethyl)-3,6,9-trithiaundecanedithiol SCC(C(S)(S)CS)SCCSCCSCC